C[C@@H]1COC[C@H](N1C[C@@H]1N(C[C@H](NC1)C)CC)C 2-((2R,5R)-2-(((3R,5R)-3,5-dimethylmorpholino)methyl)-5-methylpiperazin-1-yl)ethan